C(CCCCCCCCCCCCCCCCCCC)(=O)SCCNC(CCNC([C@@H](C(COP(OP(OC[C@@H]1[C@H]([C@H]([C@@H](O1)N1C=NC=2C(N)=NC=NC12)O)OP(=O)(O)O)(=O)O)(=O)O)(C)C)O)=O)=O Arachidoyl-Coenzyme A